N1(N=CC=C1)CCNC(C(=O)O)CC.CC(CC1=CC=C(C=C1)OCC(C)OCC1OC1)C1=CC=C(C=C1)OCC(OCC1OC1)C 2,2'-[(1-methylethylene)bis[4,1-phenyleneoxy(1-methyl-2,1-ethyleneoxy)methylene]]bisoxirane 2-((2-(1H-pyrazol-1-yl)ethyl)amino)-2-ethyl-acetate